benzyl 2-(bis(tert-butyloxycarbonyl) amino)-4-hydroxyvalerate C(C)(C)(C)OC(=O)N(C(C(=O)OCC1=CC=CC=C1)CC(C)O)C(=O)OC(C)(C)C